4-(4-fluorophenyl)-6-hydrazino-5-(2-methylpyridin-4-yl)pyrimidin-2-amine FC1=CC=C(C=C1)C1=NC(=NC(=C1C1=CC(=NC=C1)C)NN)N